(dibenzo[b,d]thiophene-4,6-diyl)dimethanol C1=CC=C(C=2SC3=C(C21)C=CC=C3CO)CO